FC1=NC(=CC=C1C=1SC=2C(N(CCC2N1)C1=CC=NC=C1)=O)N1C[C@@H](CC1)F (R)-2-(2-fluoro-6-(3-fluoropyrrolidin-1-yl)pyridin-3-yl)-5-(pyridin-4-yl)-6,7-dihydrothiazolo[5,4-c]pyridin-4(5H)-one